CC1=C(C=CC(=N1)OC1CC2(CN(C2)C(=O)OC(C)(C)C)C1)C(F)(F)F tert-Butyl 6-((6-methyl-5-(trifluoromethyl)pyridin-2-yl)oxy)-2-azaspiro[3.3]heptane-2-carboxylate